3-(4-chlorophenyl)-1-(4-trifluoromethoxyphenyl)-4,5-dihydro-1H-pyrazole ClC1=CC=C(C=C1)C1=NN(CC1)C1=CC=C(C=C1)OC(F)(F)F